tert-butyl N-(but-2-ynoylamino)-N-(2-methoxyethyl)carbamate C(C#CC)(=O)NN(C(OC(C)(C)C)=O)CCOC